NC1=CC=C(CN[C@@H](C(C)C)C(=O)O)C=C1 p-aminobenzyl-valine